allo-1,4-furanose OC1[C@H](O)[C@H](O)[C@H](O1)[C@H](O)CO